ClC=1C(=NC(=NC1)NC1CCN(CC1)C(C)=O)C1=CC=C(C=C1)F 1-(4-((5-chloro-4-(4-fluorophenyl)pyrimidin-2-yl)amino)piperidin-1-yl)ethan-1-one